CN1C2=C(OCC1)C=CN=C2C2=CC=C(C=C2)C2=NNC1=NC=C(C=C12)C=1C=CC2=C(CC[C@H](CC2)N2C3COCC2C3)C1 6-[(7S)-2-[3-(4-{4-Methyl-2H,3H,4H-pyrido[4,3-b][1,4]oxazin-5-yl}phenyl)-1H-pyrazolo[3,4-b]pyridin-5-yl]-6,7,8,9-tetrahydro-5H-benzo[7]annulen-7-yl]-3-oxa-6-azabicyclo[3.1.1]heptane